C(C)(C)(C)OC(=O)N1[C@H](CN(C[C@H]1C)C=1C2=C(N(C(N1)=O)C=1C(=NC=CC1C)C(C)C)N=C(C(=C2)Cl)C2=C(C=CC=C2)F)C (M)-4-(6-chloro-7-(2-fluorophenyl)-1-(2-isopropyl-4-methylpyridin-3-yl)-2-oxo-1,2-dihydropyrido[2,3-d]pyrimidin-4-yl)-cis-2,6-dimethylpiperazine-1-carboxylic acid tert-butyl ester